rac-(1R,3S,4S)-1-amino-3-(2-boronoethyl)-4-hydroxycyclopentane-1-carboxylic acid N[C@@]1(C[C@@H]([C@H](C1)O)CCB(O)O)C(=O)O |r|